BrC=1C=C(SC1)[C@@H](C)N (R)-1-(4-bromothiophen-2-yl)ethane-1-amine